N1C(=NC=C1)NC(=O)C1COC2=C(O1)C=C(C=C2)OCC2=CC=CC=C2 7-Benzyloxy-2,3-dihydro-benzo[1,4]dioxine-2-carboxylic acid (1H-imidazol-2-yl)-amide